Cl.Cl.CC1([C@H](CC2=CC=CC=C12)NC=1C=CC(=NC1)[C@@H](C(F)(F)F)N(C(=O)[C@H]1CNCCO1)C)C (R)-N-((S)-1-(5-(((S)-1,1-dimethyl-2,3-dihydro-1H-inden-2-yl)amino)pyridin-2-yl)-2,2,2-trifluoroethyl)-N-methylmorpholine-2-carboxamide dihydrochloride